C(C)(C)N1N=CC(=C1C)C1=NC=2C(=NC=CC2C=2C=C3CCCC(C3=CC2)NC(=O)C2=NOC(=N2)C(C)(C)C)N1 5-tert-Butyl-[1,2,4]oxadiazole-3-carboxylic acid {6-[2-(1-isopropyl-5-methyl-1H-pyrazol-4-yl)-3H-imidazo[4,5-b]pyridin-7-yl]-1,2,3,4-tetrahydro-naphthalen-1-yl}-amide